(4aR,6R,7R,8R,8aR)-8-(4-(3-chloro-4,5-difluorophenyl)-1H-1,2,3-triazol-1-yl)-7-methoxy-2,2-dimethylhexahydropyrano[3,2-d][1,3]dioxine-6-carboxylic acid ClC=1C=C(C=C(C1F)F)C=1N=NN(C1)[C@@H]1[C@H]([C@@H](O[C@H]2[C@@H]1OC(OC2)(C)C)C(=O)O)OC